diisobutyl 2,3-dicyclohexyl-2-cyanosuccinate C1(CCCCC1)C(C(=O)OCC(C)C)(C(C(=O)OCC(C)C)C1CCCCC1)C#N